S-[3-(triethoxysilyl) propyl]octanethioate C(C)O[Si](CCCS=C(CCCCCCC)[O-])(OCC)OCC